chloro-1,3-propanediol palmitate C(CCCCCCCCCCCCCCC)(=O)O.ClC(CCO)O